O=C1C(=C(C=NN1)N1[C@@H](C2=CC=CC=C2C1)COC1=NC=CC(=C1)C(=O)N1CCN(CC1)C1=CC=C(C=N1)C#N)C(F)(F)F 6-[4-[(2-[[(S)-2-[6-oxo-5-(trifluoromethyl)-1,6-dihydropyridazin-4-yl]-2,3-dihydro-1H-isoindol-1-yl]methoxy]pyridin-4-yl)carbonyl]piperazin-1-yl]pyridine-3-carbonitrile